N-methyl-6-[5-(6-methyl-2-pyridyl)-1H-pyrazol-4-yl]-1,5-naphthyridine-4-carboxamide CNC(=O)C1=CC=NC2=CC=C(N=C12)C=1C=NNC1C1=NC(=CC=C1)C